C1(=C(C(=CC(=C1)C)C)S(=O)(=O)N1N=CN=C1)C 1-mesitylenesulfonyl-1,2,4-triazole